N-(pyrrolidin-3-yl)acetamide N1CC(CC1)NC(C)=O